4-(((1R,3R,4R)-3-hydroxy-4-methylcyclohexyl)amino)-2-(4-methoxyphenoxy)pyrimidine-5-carboxamide O[C@@H]1C[C@@H](CC[C@H]1C)NC1=NC(=NC=C1C(=O)N)OC1=CC=C(C=C1)OC